4,4'-diacetylbenzophenone C(C)(=O)C1=CC=C(C(=O)C2=CC=C(C=C2)C(C)=O)C=C1